O=C1NC(CCC1N1C(C2=CC=C(C=C2C1=O)N1CC2(C1)CCN(CC2)CC(=O)OCC2=CC=CC=C2)=O)=O benzyl 2-{2-[2-(2,6-dioxopiperidin-3-yl)-1,3-dioxoisoindol-5-yl]-2,7-diazaspiro[3.5]nonan-7-yl}acetate